FC1=CC(=C(C=C1)C=1C(N(C(C1)=O)CC1CCOCC1)=O)C(F)(F)F 3-(4-fluoro-2-(trifluoromethyl)phenyl)-1-((tetrahydro-2H-pyran-4-yl)methyl)-1H-pyrrole-2,5-dione